[(2-isopropoxyethoxy)methyl]-phenol C(C)(C)OCCOCC1=C(C=CC=C1)O